6-((4-methoxybenzyl)thio)-1-methyl-1H-benzo[d]imidazole COC1=CC=C(CSC=2C=CC3=C(N(C=N3)C)C2)C=C1